Fmoc-β-(2-thienyl)-D-Alanine C(=O)(OCC1C2=CC=CC=C2C2=CC=CC=C12)N[C@H](CC=1SC=CC1)C(=O)O